(E)-4-((2-isonicotinoylhydrazono)methyl)-N-(p-tolyl)benzamide C(C1=CC=NC=C1)(=O)N\N=C\C1=CC=C(C(=O)NC2=CC=C(C=C2)C)C=C1